C(#C)C1=C(C(N(C=2N=C(N=CC21)NC2=CC=C(C=C2)N2CCN(CC2)C)C2=CC=CC=C2)=O)C 5-Ethynyl-6-methyl-2-{[4-(4-methylpiperazin-1-yl)phenyl]amino}-8-phenylpyrido[2,3-d]pyrimidin-7-one